N(=C=O)CC1=C(C2=CC=CC=C2C=C1)CN=C=O bis(isocyanatomethyl)naphthalene